N-[(1R,3s,5S)-1,5-dimethyl-8-azabicyclo[3.2.1]octan-3-yl]-6-(7-fluoro-2-methyl-2H-indazol-5-yl)-N-methyl[1,3]thiazolo[4,5-c]pyridin-2-amine C[C@]12CC(C[C@](CC1)(N2)C)N(C=2SC1=C(C=NC(=C1)C1=CC3=CN(N=C3C(=C1)F)C)N2)C